5-bromo-N'-(cyclopropanecarbonyl)-7-fluoro-1-(3-fluoro-4-methylbenzyl)-2-oxo-2,3-dihydro-1H-benzo[b]azepine-4-carbohydrazide BrC=1C2=C(N(C(CC1C(=O)NNC(=O)C1CC1)=O)CC1=CC(=C(C=C1)C)F)C=CC(=C2)F